6-(8-bromoimidazo[1,5-a]pyrazin-3-yl)hexahydroindolizin-3(2H)-one BrC=1C=2N(C=CN1)C(=NC2)C2CN1C(CCC1CC2)=O